1-(2-hydroxyethyl)quinoxaline-2,3(1h,4h)-dione OCCN1C(C(NC2=CC=CC=C12)=O)=O